7-chlorotetralin-1-one ClC1=CC=C2CCCC(C2=C1)=O